2,5-dichloro-6-cyclopropyl-pyridine-3-carbonitrile ClC1=NC(=C(C=C1C#N)Cl)C1CC1